BrC=1C=C2C[C@@H]3[C@]4([C@](CCN(CC4)CCN4N=CC(=C4)C)(C2=C(C1O)Br)CCN3CC3CC3)O (5aS,6R,11bS)-9,11-dibromo-14-(cyclopropylmethyl)-3-(2-(4-methyl-1H-pyrazol-1-yl)ethyl)-2,3,4,5,6,7-hexahydro-6,11b-(epiminoethano)naphtho[1,2-d]azepine-5a,10(1H)-diol